CC1=C(C=C2C(N(C=NC2=C1C)[C@H]1CCOC[C@@H]1O)=O)CC1=CC=C(C=C1)C(NC1(CC1)C)=O 1,5-anhydro-2,3-dideoxy-3-(7,8-dimethyl-6-(4-((1-methylcyclopropyl)carbamoyl)-benzyl)-4-oxoquinazolin-3(4H)-yl)-L-threo-pentitol